(2S,4R)-1-[(2S)-2-(4-cyclopropyltriazol-1-yl)-3,3-dimethyl-butanoyl]-4-hydroxy-N-[3-(1-methyltetrazol-5-yl)propyl]pyrrolidine-2-carboxamide C1(CC1)C=1N=NN(C1)[C@H](C(=O)N1[C@@H](C[C@H](C1)O)C(=O)NCCCC1=NN=NN1C)C(C)(C)C